N-(4-aminobenzyl)-2-(9H-carbazol-2-yl)-5-hydroxypentaneamide NC1=CC=C(CNC(C(CCCO)C2=CC=3NC4=CC=CC=C4C3C=C2)=O)C=C1